BrC1=CC(=C(/C=N/O)C=C1F)F (E)-4-bromo-2,5-difluorobenzaldehyde oxime